C1NC[C@@H]2CCCC[C@H]12 (3aR,7aS)-octahydro-1H-isoindole